NC1CCN(CC1)C1=C(C(=NC=C1C1=CC(=CC(=C1)C)F)N)C1=NC2=C(N1)C=CC(=C2)Cl 4-(4-aminopiperidin-1-yl)-3-(5-chloro-1H-1,3-benzodiazol-2-yl)-5-(3-fluoro-5-methylphenyl)pyridin-2-amine